N1=CC(=CC2=CC=CC=C12)NC1=NN2C(C=CC=C2OC=2C=C(C=CC2)C(C(=O)N)=C)=N1 (3-(2-(quinolin-3-ylamino)-[1,2,4]triazolo[1,5-a]pyridin-5-yloxy)phenyl)acrylamide